4-(4-[2-(benzyloxy)ethyl]-1-fluorocyclohexyl-3-fluorophenyl)pyridine C(C1=CC=CC=C1)OCCC1CCC(CC1)(F)C1=C(C=CC=C1F)C1=CC=NC=C1